COC1CC(CCC1)C(=O)N1CCC(CC1)N1CC(C1)(N1N=CC(=C1)C=1C2=C(N=CN1)NC=C2)CC#N {1-{1-[(3-methoxycyclohexyl)carbonyl]piperidin-4-yl}-3-[4-(7H-pyrrolo[2,3-d]pyrimidin-4-yl)-1H-pyrazol-1-yl]azetidin-3-yl}acetonitrile